4-[(5-chloro-pyridin-2-yl)methoxy]-1-{3-ethyl-1H,2H,3H,4H,5H-[1,4]diazepino[1,7-a]indol-9-yl}-1,2-dihydropyridin-2-one ClC=1C=CC(=NC1)COC1=CC(N(C=C1)C1=CC=2C=C3N(C2C=C1)CCN(CC3)CC)=O